N-[[4-[5-(difluoromethyl)-1,3,4-oxadiazol-2-yl]-2-fluoro-phenyl]methyl]-N-phenyl-2,6-diazaspiro[3.3]heptane-2-carboxamide FC(C1=NN=C(O1)C1=CC(=C(C=C1)CN(C(=O)N1CC2(C1)CNC2)C2=CC=CC=C2)F)F